3,5-difluoro-2,4,6-trimethylbenzyl (1RS)-trans-3-(2,2-dichloro-1-ethenyl)-2,2-dimethylcyclopropanecarboxylate ClC(=C[C@H]1C([C@@H]1C(=O)OCC1=C(C(=C(C(=C1C)F)C)F)C)(C)C)Cl